N-(2-Carbamoyl-5-chloro-4-sulfamoylphenyl)pyrazolo[1,5-a]pyrimidin-3-carboxamid C(N)(=O)C1=C(C=C(C(=C1)S(N)(=O)=O)Cl)NC(=O)C=1C=NN2C1N=CC=C2